C(CCCC)OC(CCCCCCCCCCCCCCCCC)=O amylstearate